3-[[4-[2-[tert-butoxycarbonyl(methyl)amino]-1-(4-tert-butylphenyl)ethoxy]-6-(2,6-dimethylphenyl)pyrimidin-2-yl]sulfamoyl]benzoic acid C(C)(C)(C)OC(=O)N(CC(OC1=NC(=NC(=C1)C1=C(C=CC=C1C)C)NS(=O)(=O)C=1C=C(C(=O)O)C=CC1)C1=CC=C(C=C1)C(C)(C)C)C